(1R,2S,3R,5R)-3-(4-((4-methoxybenzyl)(methyl)amino)-7H-pyrrolo[2,3-d]pyrimidin-7-yl)-5-((E)-5-(phenethylamino)pent-1-en-1-yl)cyclopentane-1,2-diol COC1=CC=C(CN(C=2C3=C(N=CN2)N(C=C3)[C@H]3[C@@H]([C@@H]([C@H](C3)\C=C\CCCNCCC3=CC=CC=C3)O)O)C)C=C1